C1NC[C@H]2[C@@H]1CN(C2)C=2C=NC(=NC2)N2C(C=1C=3C=C(N=NC3NC1CC2)C2=C(C=CC=C2)O)C 2-[4-[5-[(3aR,6aS)-2,3,3a,4,6,6a-hexahydro-1H-pyrrolo[3,4-c]pyrrol-5-yl]pyrimidin-2-yl]-3-methyl-4,8,10,11-tetrazatricyclo[7.4.0.02,7]trideca-1(9),2(7),10,12-tetraen-12-yl]phenol